OC1=C(C=CC=2C[C@@H]3[C@@]4(CCC(C[C@@]4(C12)CCN3)=O)O)C(=O)N 4,14-dihydroxy-6-oxomorphinan-3-carboxamide